N-(2,2-difluoroethyl)-2-fluoro-1'-((6-fluoro-4-oxo-4,5-dihydropyrrolo[1,2-a]quinoxalin-7-yl)methyl)-1',2',3',6'-tetrahydro-[3,4'-bipyridine]-6-carboxamide FC(CNC(=O)C1=CC=C(C(=N1)F)C=1CCN(CC1)CC=1C(=C2NC(C=3N(C2=CC1)C=CC3)=O)F)F